(4S)-3'-[2,6-Difluoro-4-(2-phenylethynyl)phenyl]-1',2-dimethyl-spiro[6,7-dihydro-5H-indazole-4,6'-hexahydropyrimidine]-2',4'-dione FC1=C(C(=CC(=C1)C#CC1=CC=CC=C1)F)N1C(N([C@@]2(CC1=O)C1=CN(N=C1CCC2)C)C)=O